octahydropyrrolo[3,4-b]pyrrole-4-carboxylic acid N1C2C(CC1)C(NC2)C(=O)O